N-(5-methyl-2-((5-cyanopyridin-3-yl)methoxy)-4-(3-(1-(3-(4-hydroxypiperidin-1-yl)propyl)indoline-4-yl)-2-chlorobenzyloxy)benzyl)-L-serine CC=1C(=CC(=C(CN[C@@H](CO)C(=O)O)C1)OCC=1C=NC=C(C1)C#N)OCC1=C(C(=CC=C1)C1=C2CCN(C2=CC=C1)CCCN1CCC(CC1)O)Cl